5-((diphenylmethylene)amino)pyrimidine-2-carboxylic acid methyl ester COC(=O)C1=NC=C(C=N1)N=C(C1=CC=CC=C1)C1=CC=CC=C1